N-[(1S)-1-(dicyclopropylmethyl)-2-[[5-(5-ethyl-3-methyl-1H-pyrazol-4-yl)-6-fluoro-2-pyridyl]amino]-2-oxo-ethyl]-2-(4,4,4-trifluoro-3-hydroxy-butyl)-pyrazole-3-carboxamide C1(CC1)C([C@@H](C(=O)NC1=NC(=C(C=C1)C=1C(=NNC1CC)C)F)NC(=O)C=1N(N=CC1)CCC(C(F)(F)F)O)C1CC1